tert-butyl (R)-3-((S)-1-(tert-butoxy)-3-(6-formyl-1-methyl-1H-benzo[d]imidazol-2-yl)-1-oxopropane-2-yl)pyrrolidine-1-carboxylate C(C)(C)(C)OC([C@@H](CC1=NC2=C(N1C)C=C(C=C2)C=O)[C@@H]2CN(CC2)C(=O)OC(C)(C)C)=O